sodium borohydride, pyridinium salt [NH+]1=CC=CC=C1.[BH4-].[Na]